1-(2-amino-3-methylphenyl)ethane NC1=C(C=CC=C1C)CC